C(C)N1CCN(CC1)C=1C=C2C(NC(NC2=CC1)=O)=O 6-(4-ethylpiperazin-1-yl)quinazoline-2,4(1H,3H)-dione